1,4,6-naphthalenetricarboxylic acid C1(=CC=C(C2=CC(=CC=C12)C(=O)O)C(=O)O)C(=O)O